F[C@@H]1[C@]2(CC[C@@](C[C@@H]1N(C1=CC=C(N=N1)C1=C(C=C(C=C1)C1=CC(=NC=C1)OC)O)C)(N2C)C)C 2-(6-(((1R,2S,3S,5S)-2-fluoro-1,5,8-trimethyl-8-azabicyclo[3.2.1]octan-3-yl)(methyl)amino)pyridazin-3-yl)-5-(2-methoxypyridin-4-yl)phenol